(±)-1-spiro[3.3]hept-2-yl-3-{1-[3-(2,2,2-trifluoro-ethoxy)-phenyl]-ethyl}-urea C1C(CC12CCC2)NC(=O)N[C@H](C)C2=CC(=CC=C2)OCC(F)(F)F |r|